CC1=C(OC=2C(N(C=CC2C=2C3=C(C(N(C2)C)=O)NC=C3)CC(C)(C)O)=O)C(=CC=C1)C 4-(3-(2,6-dimethylphenoxy)-1-(2-hydroxy-2-methylpropyl)-2-oxo-1,2-dihydropyridin-4-yl)-6-methyl-1,6-dihydro-7H-pyrrolo[2,3-c]pyridin-7-one